(1S,2S)-N-[7-chloro-6-[4-((3R,4R)-4-hydroxy-3-methyl-tetrahydrofuran-3-yl)piperazin-1-yl]-3-isoquinolinyl]-2-tetrahydropyran-4-yl-cyclopropanecarboxamide ClC1=C(C=C2C=C(N=CC2=C1)NC(=O)[C@@H]1[C@@H](C1)C1CCOCC1)N1CCN(CC1)[C@@]1(COC[C@@H]1O)C